CN(CCCC(=O)O)C 4-dimethylamino-butanoic acid